C(=O)O.C(=O)O.OCCN1C[C@@H](CCC1)NC=1N=NC(=C2C1C=NC=C2)C2=C(C=C(C=C2)C(F)(F)F)O 2-(4-{[(3R)-1-(2-hydroxyethyl)piperidin-3-yl]amino}pyrido[3,4-d]pyridazin-1-yl)-5-(trifluoromethyl)phenol diformate